COC=1C=C(C(=O)CC(=O)O)C=CC1 3-methoxybenzoyl-acetic acid